C(C=C)(=O)N1CC(N(CC1)C=1C2=C(N(C(N1)=O)C=1C(=NC=CC1C)C(C)C)N=C(C(=C2)C2CC2)C2=CC=C(C=C2)F)C 4-(4-acryloyl-2-methylpiperazin-1-yl)-6-cyclopropyl-7-(4-fluorophenyl)-1-(2-isopropyl-4-methylpyridin-3-yl)pyrido[2,3-d]pyrimidin-2(1H)-one